N(=[N+]=[N-])C(C(=O)C1=CC=C(C=C1)OC(C)(C)C)(F)F 2-azido-1-(4-(tert-butoxy)phenyl)-2,2-difluoroethane-1-one